C12(CCC(=N1)C=C1CCC(=N1)C=C1CCC(=N1)C=C1CCC2N1)C(=O)O hydrogen corrinate